CC(C(=O)ON1C(CCC1=O)=O)CC succinimidyl methylbutanoate